C(C1=CC=CC=C1)OC=1C(=C(C=CC1)O)C1OCCO1 3-(benzyloxy)-2-(1,3-dioxolan-2-yl)phenol